N-(8-(methylamino)-5-(5-((1-(methylsulfonyl)azetidin-3-yl)oxy)benzo[d]oxazol-2-yl)-2,7-naphthyridin-3-yl)cyclopropanecarboxamide CNC=1N=CC(=C2C=C(N=CC12)NC(=O)C1CC1)C=1OC2=C(N1)C=C(C=C2)OC2CN(C2)S(=O)(=O)C